magnesium phenyl (2,4,6-trimethylbenzoyl) phosphate P(=O)(OC1=CC=CC=C1)(OC(C1=C(C=C(C=C1C)C)C)=O)[O-].[Mg+2].C1(=CC=CC=C1)OP(=O)(OC(C1=C(C=C(C=C1C)C)C)=O)[O-]